N-[(1S)-1-{[(1S)-1-{[4-(chloromethyl)-2-methylphenyl]carbamoyl}ethyl]carbamoyl}-2-methylpropyl]-6-(2,5-dioxo-2,5-dihydro-1H-pyrrol-1-yl)hexanamide ClCC1=CC(=C(C=C1)NC(=O)[C@H](C)NC(=O)[C@H](C(C)C)NC(CCCCCN1C(C=CC1=O)=O)=O)C